2-methyl-decanonitrile CC(C#N)CCCCCCCC